FC(OC1=CC=C(C=C1)[C@H]1C[C@H](C1)OC=1N=CC(=NC1)C1=CC=NO1)F 5-[5-({cis-3-[4-(difluoromethoxy)phenyl]cyclobutyl}oxy)pyrazin-2-yl]isoxazol